FC1=CC=2N(C=C1)C(=CN2)C2=C1CNC(C1=C(C=C2)NC2=NC=C(C=C2)N2C[C@H](CCC2)[C@H](C)O)=O 4-(7-fluoroimidazo[1,2-a]pyridin-3-yl)-7-((5-((S)-3-((S)-1-hydroxy-ethyl)piperidin-1-yl)pyridin-2-yl)amino)isoindolin-1-one